COC[C@H]1CCC2=CC=3CCCC3C(=C12)NC(=O)N=[S@@](=O)(N)C=1C=NN2C1OCC(C2)(C)C (S)-N'-(((S)-3-(methoxymethyl)-1,2,3,5,6,7-hexahydro-s-indacen-4-yl)carbamoyl)-6,6-dimethyl-6,7-dihydro-5H-pyrazolo[5,1-b][1,3]oxazine-3-sulfonimidamide